4-((3-fluoro-6-((5-methyl-1H-pyrazol-3-yl)amino)pyridin-2-yl)-methyl)-1-(3-(2-(trifluoromethyl)-phenyl)oxetan-3-yl)piperidine FC=1C(=NC(=CC1)NC1=NNC(=C1)C)CC1CCN(CC1)C1(COC1)C1=C(C=CC=C1)C(F)(F)F